2,4-dimethyl-6-T-butylphenol CC1=C(C(=CC(=C1)C)C(C)(C)C)O